NC1=NC(=CC(=N1)N1CCC2(CCOC(N2C2=CC(=C(C=C2)F)F)=O)CC1)O[C@H](C(F)(F)F)C (S)-9-(2-amino-6-((1,1,1-trifluoropropan-2-yl)oxy)pyrimidin-4-yl)-1-(3,4-difluorophenyl)-3-oxa-1,9-diazaspiro[5.5]undecan-2-one